HYPOTHIOCYANATE [O-]SC#N